Tertiary pentylaminoethyl methacrylate C(C(=C)C)(=O)OCCNC(C)(C)CC